C(C)(=O)C1=NN(C2=CC=C(C=C12)C=1C=NC(=NC1)C)CC(=O)N1[C@@H](C[C@H](C1)F)C(=O)NC1=C(C(=O)O)C=CC(=N1)Br 2-((2S,4R)-1-(2-(3-acetyl-5-(2-methylpyrimidin-5-yl)-1H-indazol-1-yl)acetyl)-4-fluoropyrrolidine-2-carboxamido)-6-bromonicotinic acid